ClC1=C(C=C(C=C1)[C@@H]1[C@H](CNCC1)C1=C(SC2=C1C=1N(CCO2)N=CC1)C(=O)N)C(F)(F)F ((3S,4S)-4-(4-chloro-3-trifluoromethylphenyl)piperidin-3-yl)-5,6-dihydropyrazolo[1,5-d]thieno[3,2-f][1,4]oxazepin-2-carboxamide